BrC=1C=CC(N(C1)C(C(=O)C1=C(N(C(=C1)C)CC1=CC=C(C#N)C=C1)C)C)=O 4-((3-(2-(5-bromo-2-oxopyridin-1(2H)-yl)propanoyl)-2,5-dimethyl-1H-pyrrol-1-yl)methyl)benzonitrile